diethyl 2-(2-iodoethylidene)propanedioate ICC=C(C(=O)OCC)C(=O)OCC